(2S,3S,4S,5S)-4-[[3-[3-(Difluoromethyl)-4-fluoro-2-methoxy-phenyl]-4,5-dimethyl-5-(trifluoromethyl)tetrahydrofuran-2-carbonyl]amino]pyridin-2-carboxamid FC(C=1C(=C(C=CC1F)[C@H]1[C@H](O[C@@]([C@H]1C)(C(F)(F)F)C)C(=O)NC1=CC(=NC=C1)C(=O)N)OC)F